CC=1C(N(C=CC1)C=1C=NC(=CC1)N[C@@H]1C[C@H](CC1)NC1=NC=C(N=C1)C)=O 3-Methyl-6'-(((1S,3S)-3-((5-methylpyrazin-2-yl)amino)cyclopentyl)amino)-2H-[1,3'-bipyridin]-2-one